nickel tin salt [Sn].[Ni]